di-tert-butyl 6,7-diazaspiro[3.4]octane-6,7-dicarboxylate C1CCC12CN(N(C2)C(=O)OC(C)(C)C)C(=O)OC(C)(C)C